CSSC dimethyl-disulfane